C(C1=CC=CC=C1)N1C2(CN(C2=O)OCC2=CC=CC=C2)CCC1C(=O)OC methyl 5-benzyl-2-(benzyloxy)-1-oxo-2,5-diazaspiro[3.4]octane-6-carboxylate